2-{3-chloro-2'-[2-(2-hydroxypropan-2-yl)pyrimidin-4-yl]-5',6-dimethyl-2-oxo-[1,4'-bipyridin]-4-yl}acetonitrile ClC=1C(N(C(=CC1CC#N)C)C1=CC(=NC=C1C)C1=NC(=NC=C1)C(C)(C)O)=O